3-(4-(4-bromobutylthio)-1-oxoisoindolin-2-yl)piperidine-2,6-dione BrCCCCSC1=C2CN(C(C2=CC=C1)=O)C1C(NC(CC1)=O)=O